FC(C(C(C(C(C(F)(F)F)(F)F)(F)F)(F)F)(F)F)(F)F tetradecafluorohexane